4-Fluoro-6-(7-fluoro-2-methyl-2H-indazol-5-yl)-2-[(piperidin-4-yl)oxy]-1,3-benzothiazol-Hydrochlorid Cl.FC1=CC(=CC2=C1N=C(S2)OC2CCNCC2)C2=CC1=CN(N=C1C(=C2)F)C